(E)-3-(5-(3-cyano-6-(3-methoxy-3-oxoprop-1-en-1-yl) pyrazolo[1,5-a]pyridin-4-yl) pyridin-2-yl)-3,6-diazabicyclo[3.1.1]heptane-6-carboxylate C(#N)C=1C=NN2C1C(=CC(=C2)\C=C\C(=O)OC)C=2C=CC(=NC2)N2CC1N(C(C2)C1)C(=O)[O-]